O=C1C2=CC=CC=C2C=2C=CC=CC2P1=S 9,10-dihydro-9-oxo-10-phosphaphenanthrene-10-sulfide